CN1N=C(N=C1)C=O methyl-1H-1,2,4-triazole-3-carbaldehyde